ClC1=CC(=C(C=C1)N1C[C@H](CC1)N([C@H]1[C@@H](CCCC1)NS(=O)(=O)C1=CC=C(C=C1)S(=O)(=O)N(C)C)C)F trans-N1-(2-(((S)-1-(4-chloro-2-fluorophenyl)-pyrrolidin-3-yl)(methyl)-amino)cyclohexyl)-N4,N4-dimethylbenzene-1,4-disulfonamide